C(C)(C)C1=C(NC2=C1N=C(S2)C2CCN(CC2)CC(=O)N(C)C)C=2C=C(C=1N(C2)N=CN1)OC 2-(4-(6-Isopropyl-5-(8-methoxy-[1,2,4]triazolo[1,5-a]pyridin-6-yl)-4H-pyrrolo[3,2-d]thiazol-2-yl)piperidin-1-yl)-N,N-dimethylacetamide